C(C)(C)(C)OC(=O)N1CCC2(C[C@@H](OC2=O)CCN2[C@@H](CN(CC2)C2=CC=C(C=C2)F)C)CC1 (R)-3-(2-((R)-4-(4-fluorophenyl)-2-methylpiperazin-1-yl)ethyl)-1-oxo-2-oxa-8-azaspiro[4.5]decane-8-carboxylic acid tert-butyl ester